N,N-dimethylolt-butylamine C(O)N(CO)C(C)(C)C